(5-hydroxypentyl)-1,2-dimethyl-1H-imidazol-3-ium OCCCCC[N+]1=C(N(C=C1)C)C